(3H-Benzo[e]indol-2-yl)-(4-hydroxy-phenyl)-methanone C1=C(NC=2C=CC3=C(C12)C=CC=C3)C(=O)C3=CC=C(C=C3)O